C(#N)C1=CC=C(C=C1)C=1C=NN(C1O)C1=CC=C(C=N1)NC(CC)=O N-(6-(4-(4-cyanophenyl)-5-hydroxy-1H-pyrazol-1-yl)pyridin-3-yl)propanamide